D-galactono-1,5-lactone C1([C@H](O)[C@@H](O)[C@@H](O)[C@@H](CO)O1)=O